C(=C)C1=CC=C(CN2N=C(N=C2N)NC2=NNC(=N2)N)C=C1 1-(4-vinylbenzyl)-3,3'-iminobis(5-amino-1H-1,2,4-triazole)